Heptadecan-9-yl 6-((2-hydroxyethyl)(6-oxo-6-(undecyloxy)hexyl)amino)hexanoate OCCN(CCCCCC(=O)OC(CCCCCCCC)CCCCCCCC)CCCCCC(OCCCCCCCCCCC)=O